(R)-3-amino-2-(((benzyloxy)carbonyl)amino)propionic acid 2-methoxyethyl ester HCl salt Cl.COCCOC([C@@H](CN)NC(=O)OCC1=CC=CC=C1)=O